COC1=C2C(C(=C(OC2=CC(=C1)OC)C1=CC(=C(C(=C1)OC)OC)OC)OCCCSC=1OC(=NN1)C1=CC=C(C=C1)C)=O 5,7-dimethoxy-3-(3-((5-(p-tolyl)-1,3,4-oxadiazol-2-yl)thio)propoxy)-2-(3,4,5-trimethoxyphenyl)-4H-chromen-4-one